Tert-butyl ((S)-1-((1r,4S)-4-methylcyclohexyl)-2-oxo-2-((4-(((S)-2-oxo-4-(trifluoromethyl)imidazolidin-1-yl)methyl)pyridin-2-yl)amino)ethyl)carbamate CC1CCC(CC1)[C@@H](C(NC1=NC=CC(=C1)CN1C(N[C@@H](C1)C(F)(F)F)=O)=O)NC(OC(C)(C)C)=O